FC1=CC=C(C=C1)N1C(CC(C1)C(=O)O)=O 1-(4-fluorophenyl)-2-oxoazacyclopentane-4-carboxylic acid